ClC1=C(C=NC=C1)N1C(N=C(C2=C1N=C(C=C2)C(F)(F)F)NC)=O 1-(4-chloropyridin-3-yl)-4-(methyl-amino)-7-(trifluoromethyl)pyrido[2,3-d]pyrimidin-2(1H)-one